rac-(3aS,5R,7R,7aS)-1-isopropyl-3,3,5,7-tetramethyl-5-(3-methylbut-2-en-1-yl)octahydrobenzo[c]isoxazole C(C)(C)N1OC([C@@H]2[C@@H]1[C@@H](C[C@](C2)(CC=C(C)C)C)C)(C)C |r|